BrCCCCC(=O)Br bromo-valeryl bromide